(S)-4-((5-fluoropyridin-3-yl)oxy)-N-(7-((1-hydroxycyclobutyl)ethynyl)-5-methyl-4-oxo-2,3,4,5-tetrahydrobenzo[b][1,4]oxazepin-3-yl)picolinamide FC=1C=C(C=NC1)OC1=CC(=NC=C1)C(=O)N[C@@H]1C(N(C2=C(OC1)C=CC(=C2)C#CC2(CCC2)O)C)=O